(S)-5-((((6-(2-chloro-3-(3-chloro-2-(3-methoxy-4-(((((S)-oxetan-2-yl)methyl)amino)methyl)phenyl)pyridin-4-yl)phenyl)-2-methoxypyridin-3-yl)methyl)amino)methyl)pyrrolidin-2-one ClC1=C(C=CC=C1C1=C(C(=NC=C1)C1=CC(=C(C=C1)CNC[C@H]1OCC1)OC)Cl)C1=CC=C(C(=N1)OC)CNC[C@@H]1CCC(N1)=O